ClC1=CC2=C(S1)C1(CC(N(CC1)CC=1N=NN(C1)CCS(=O)(=O)C)C)OCC2 2-chloro-2'-methyl-1'-[[1-(2-methylsulfonylethyl)triazol-4-yl]methyl]spiro[4,5-dihydrothieno[2,3-c]pyran-7,4'-piperidine]